ClC=1C(=C(SC1C1=CC(=CC=C1)NC1CCN(CC1)S(=O)(=O)C(C)(C)C1=CC(=CC=C1)[N+](=O)[O-])C(=O)OC(C)(C)C)OCC(=O)OCC tert-butyl 4-chloro-3-(2-ethoxy-2-oxoethoxy)-5-(3-((1-((2-(3-nitrophenyl)propan-2-yl)sulfonyl)piperidin-4-yl)amino)phenyl)thiophene-2-carboxylate